6-chloro-5-methyl-1-(oxan-2-yl)-1H-indazol-4-ol ClC=1C(=C(C=2C=NN(C2C1)C1OCCCC1)O)C